3-(1-methyl-1H-pyrazol-5-yl)-1-(tetrahydro-2H-pyran-4-yl)-1H-indole-6-carboxamide CN1N=CC=C1C1=CN(C2=CC(=CC=C12)C(=O)N)C1CCOCC1